benzyl (S)-2-azido-3-hydroxypropionate N(=[N+]=[N-])[C@H](C(=O)OCC1=CC=CC=C1)CO